CN1C(=NC2=C(C1=O)N=C(N=C2C2=C(C=C(C(=C2)F)F)F)N2C[C@H](OC1(CC1)C2)C=2C=NN(C2)C)C(F)(F)F (R)-3-methyl-6-(5-(1-methyl-1H-pyrazol-4-yl)-4-oxa-7-azaspiro[2.5]oct-7-yl)-2-(trifluoromethyl)-8-(2,4,5-trifluorophenyl)pyrimido[5,4-d]pyrimidin-4(3H)-one